C(#N)C1=CN(C2=CC=C(C=C12)NC(=O)C=1N=CNC(C1)=O)CCC(C)C N-(3-cyano-1-isopentyl-1H-indol-5-yl)-6-oxo-1,6-dihydropyrimidine-4-carboxamide